C(#N)N1CCC(CC1)N1N=NC(=C1C)C1=CC=2N(C(=C1)OCC1=NC=C(C=C1)F)C(=CN2)C#N 7-[1-(1-Cyano-4-piperidyl)-5-methyl-triazol-4-yl]-5-[(5-fluoro-2-pyridyl)methoxy]imidazo[1,2-a]pyridine-3-carbonitrile